CN1CCC(CC1)OC1=CC(=CC=C1)[C@@H]1NC[C@H](CC1)C 1-methyl-4-[3-[(2R,5S)-5-methyl-2-piperidyl]phenoxy]piperidine